[3-(trimethoxysilyl)propyl]octylammonium chloride [Cl-].CO[Si](CCC[NH2+]CCCCCCCC)(OC)OC